ClC=1C=C2C(=NC(=NC2=C(C1C1=CC(=CC2=CC=CC=C12)O)F)OCC1(CC1)CN(C)C)N1[C@@H]2[C@H](N[C@H](C1)CC2)C 4-(6-chloro-2-((1-((dimethylamino)meth-yl)cyclopropyl)meth-oxy)-8-fluoro-4-((1S,4S,6R)-6-methyl-2,5-diazabicyclo[2.2.2]octan-2-yl)quinazolin-7-yl)naphthalen-2-ol